N-[(1S)-5-[2-(2-aminopyridin-3-yl)-5-{4H,5H,6H-pyrrolo[1,2-b]pyrazol-2-yl}imidazo[4,5-b]pyridin-3-yl]-2,3-dihydro-1H-inden-1-yl]-2-fluoro-5-formyl-4-hydroxybenzamide NC1=NC=CC=C1C1=NC=2C(=NC(=CC2)C=2C=C3N(N2)CCC3)N1C=1C=C3CC[C@@H](C3=CC1)NC(C1=C(C=C(C(=C1)C=O)O)F)=O